thiophene-3,4-diol S1C=C(C(=C1)O)O